CN(C(=O)C1CCC(CC1)C(=O)OC)CC1=CC=C2C(=CC(OC2=C1)=O)C1=C(C=CC=C1)C methyl (1S,4S)-4-(methyl((2-oxo-4-(o-tolyl)-2H-chromen-7-yl)methyl)carbamoyl)cyclohexane-1-carboxylate